CCCCC/C=C\C/C=C\CCCCCCCCC(OC(=O)CCCN(C)C)CCCCCCCC/C=C\C/C=C\CCCCC dilinoleylmethyl-4-dimethylaminobutyrate